dodecyltriethoxyammonium chloride [Cl-].C(CCCCCCCCCCC)[N+](OCC)(OCC)OCC